OC1=C2C(N3C[C@@H](CO[C@H]3CN2C=CC1=O)C)=O (3S,9aS)-5-Hydroxy-3-methyl-6,10-dioxo-3,4,6,9,9a,10-hexahydro-2H-1-oxa-4a,8a-diaza-anthracen